C1N(CC12CNC2)CC=2C=CC(N(C2)CC(F)(F)F)=O 5-(2,6-diazaspiro[3.3]heptan-2-ylmethyl)-1-(2,2,2-trifluoroethyl)pyridin-2-one